OCC(CO)(CO)NCCS(=O)(=O)O 2-(2-hydroxy-1,1-dihydroxymethyl-ethylamino)-ethanesulfonic acid